C1(=CC=CC2=NC3=CC=CC=C3N=C12)C1=CC=CC2=NC3=CC=CC=C3[SiH]=C12 phenazinyl-(phenazasiline)